FC=1C(N(C(N(C1)C1OCCC1)=O)CC1=CC=C(C=C1)[N+](=O)[O-])=O 5-fluoro-3-(4-nitrobenzyl)-1-(tetrahydrofuran-2-yl)pyrimidine-2,4(1H,3H)-dione